5-(3,9-diazaspiro[5.5]undecan-3-yl)-2-(2,6-dioxo-3-piperidyl)isoindoline-1,3-dione C1CN(CCC12CCNCC2)C=2C=C1C(N(C(C1=CC2)=O)C2C(NC(CC2)=O)=O)=O